C(CCC)OCC1=CC(=CC=C1)COCCCC α,α'-di-n-butoxy-m-xylene